N1=CC=C(C2=CC=CC=C12)OC([O-])=O 4-quinolinylcarbonate